NC1(CC(C1)CO)C1=NOC(=N1)[C@H](CCC(=O)O)NC(=O)N[C@@H]([C@@H](C)O)C(=O)O (S)-4-(3-(1-amino-3-(hydroxymethyl)cyclobutyl)-1,2,4-oxadiazol-5-yl)-4-(3-((1S,2R)-1-carboxy-2-hydroxypropyl)ureido)butanoic acid